C(C=C)(=O)N1C[C@H](CCC1)C(=O)NC=1C=CC(=NC1)NC(C1=NC(=CC=C1)C1=CC=NN1)=O (S)-N-(5-(1-acryloylpiperidine-3-carboxamido)pyridin-2-yl)-6-(1H-pyrazol-5-yl)picolinamide